methyl 1-(fluoromethyl)-3-methoxy-1H-pyrazole-4-carboxylate FCN1N=C(C(=C1)C(=O)OC)OC